ClC=1C(=CC(=NC1)NC(=O)C1CCN(CC1)CC1=CC(=C(C=C1)C1C(NC(CC1)=O)=O)F)C1=C2N(N=C1)CC(C2)(C)C N-(5-chloro-4-(5,5-dimethyl-5,6-dihydro-4H-pyrrolo[1,2-b]pyrazol-3-yl)pyridin-2-yl)-1-(4-(2,6-dioxopiperidin-3-yl)-3-fluorobenzyl)piperidine-4-carboxamide